(R)-4-(4-chlorophenyl)-6-(3-fluoropyrrolidin-1-yl)-2-(pyridin-3-yl)pyrimidine ClC1=CC=C(C=C1)C1=NC(=NC(=C1)N1C[C@@H](CC1)F)C=1C=NC=CC1